ClC1=C(C=C(C=C1)OC)C1=CC=2NC(N(C(C2S1)=O)C1=CN=CC2=CC=C(C=C12)C(=O)O)=O 4-[6-(2-chloro-5-methoxy-phenyl)-2,4-dioxo-1H-thieno[3,2-d]pyrimidin-3-yl]isoquinoline-6-carboxylic acid